(7-methyl-1,3,4,5-tetrahydropyrido[4,3-b]indol-2-yl)-[5-(trifluoromethyl)-1H-pyrazol-3-yl]methanone CC=1C=CC=2C3=C(NC2C1)CCN(C3)C(=O)C3=NNC(=C3)C(F)(F)F